FC=1C=CC(=C(C1)CC(=O)O)NC(C1=CC(=C(C=C1)N1CCCCC1)NC(=O)C1=NN(C2=CC=CC=C12)CCC(F)(F)F)=O 2-(5-fluoro-2-(4-(piperidin-1-yl)-3-(1-(3,3,3-trifluoropropyl)-1H-indazole-3-carboxamido)benzamido)phenyl)acetic acid